(R)-2-(5-(6-chloro-7-fluoro-5-methoxy-1-methyl-3-(1H-pyrazol-4-yl)-1H-indol-2-yl)-4H-1,2,4-triazol-3-yl)propionitrile ClC1=C(C=C2C(=C(N(C2=C1F)C)C=1NC(=NN1)[C@@H](C#N)C)C=1C=NNC1)OC